(R)-2-amino-3,3-difluoro-4-methylpentanoic acid N[C@H](C(=O)O)C(C(C)C)(F)F